[Cl-].[Cl-].C(CCC)C(CCCC)=[Zr+2](C1=C(C=CC=2C3=CC(=C(C=C3CC12)C)CC1=CC=CC=C1)CC(C(C)CC1=CC=CC=C1)C)C1C=CC=C1 di-n-butylmethylene(cyclopentadienyl)(2,7-dimethyl-3,6-dibenzyl-butylfluorenyl)zirconium dichloride